N[C@H]1C[C@H](N(C1)C1=C(C=C(C=C1)C)C=1C(=NC(=NC1)C1=C(C=CC=C1OC)F)C(=O)N)CO (2-((2S,4S)-4-amino-2-(hydroxymethyl)pyrrolidin-1-yl)-5-methylphenyl)-2-(2-fluoro-6-methoxyphenyl)pyrimidine-4-carboxamide